CC1=C(C2=C(N=CN=C2NC2(CC2)C)O1)C(=O)N1CCN(CC1)C1=CC=C(C#N)C=C1 4-(4-{6-methyl-4-[(1-methylcyclopropyl)amino]furo[2,3-d]pyrimidine-5-carbonyl}piperazin-1-yl)benzonitrile